FC=1C=C2NC(C=3N(C2=C(C1C1=C2C=NN(C2=CC(=C1)F)S(=O)(=O)C)OC)C(=NN3)C)(C)C 7-Fluoro-8-(6-fluoro-1-methylsulfonyl-1H-indazol-4-yl)-9-methoxy-1,4,4-trimethyl-5H-[1,2,4]triazolo[4,3-a]quinoxaline